C[C@@H]1N(C[C@H](NC1)C)C(=O)[O-] (2s,5r)-2,5-dimethylpiperazine-1-carboxylate